(4aR,8aS)-6-(3-(4-((S)-2-(Trifluoromethyl)pyrrolidin-1-yl)phenyl)azetidine-1-carbonyl)hexahydro-2H-pyrido[4,3-b][1,4]oxazin-3(4H)-one FC([C@H]1N(CCC1)C1=CC=C(C=C1)C1CN(C1)C(=O)N1C[C@@H]2[C@@H](OCC(N2)=O)CC1)(F)F